1,2-diamino-4,5-methylenedioxybenzene, hydrochloride Cl.NC1=C(C=C2C(=C1)OCO2)N